7-bromo-3-ethyl-8-fluoro-3,4-dihydro-1H-quinoxalin-2-one BrC1=CC=C2NC(C(NC2=C1F)=O)CC